OC1=CC(=C(C=C1)C=1[Se]C(=CC1Br)C1=C(C=C(C=C1)O)C)C 2,5-bis(4-hydroxy-2-methylphenyl)-3-bromoselenophene